ClC(C1=NC(=NC(=N1)C(Cl)(Cl)Cl)CCC=1OC(=CC1)C)(Cl)Cl 2,4-bis(trichloromethyl)-6-[2-(5-methylfuran-2-yl)ethyl]-1,3,5-triazine